C(=O)(O)C=1C=C(C=CC1)N=C=S 3-carboxyl-phenyl isothiocyanate